ClC1=NC=C(C(=C1)C1=C(C=NC(=C1)C)C(=O)NC=1SC(=NN1)OCC(C)(F)F)OC 2'-chloro-N-(5-(2,2-difluoropropoxy)-1,3,4-thiadiazol-2-yl)-5'-methoxy-6-methyl-(4,4'-bipyridine)-3-carboxamide